2-bromo-1,5-dimethoxy-3-propyl-benzene BrC1=C(C=C(C=C1CCC)OC)OC